ClC=1C=C(C=CC1C)NC(=O)NCCSC=1C=C2CN(C(C2=CC1)=O)C1C(NC(CC1)=O)=O 1-(3-chloro-4-methylphenyl)-3-(2-((2-(2,6-dioxopiperidin-3-yl)-1-oxoisoindolin-5-yl)thio)ethyl)urea